2-((2-(4-(tert-Butyl)pyridin-2-yl)-1H-indol-5-yl)sulfonyl)-2-methylpropanoic acid C(C)(C)(C)C1=CC(=NC=C1)C=1NC2=CC=C(C=C2C1)S(=O)(=O)C(C(=O)O)(C)C